The molecule is an amino tetrasaccharide consisting of beta-D-galactopyranosyl, 2-acetamido-2-deoxy-alpha-D-glucopyranosyl, beta-D-galactopyranosyl and alpha-D-glucopyranose residues joined in sequence by (1->4), (1->3) and (1->4) glycosidic linkages. It is a member of acetamides and an amino tetrasaccharide. CC(=O)N[C@@H]1[C@H]([C@@H]([C@H](O[C@@H]1O[C@H]2[C@H]([C@H](O[C@H]([C@@H]2O)O[C@@H]3[C@H](O[C@@H]([C@@H]([C@H]3O)O)O)CO)CO)O)CO)O[C@H]4[C@@H]([C@H]([C@H]([C@H](O4)CO)O)O)O)O